1-(4-methoxybenzyl)-3-methyl-N-(7-methyl-[1,2,4]triazolo[1,5-a]pyridin-6-yl)-1H-pyrazolo[3,4-d]pyrimidin-6-amine COC1=CC=C(CN2N=C(C=3C2=NC(=NC3)NC=3C(=CC=2N(C3)N=CN2)C)C)C=C1